methyl (7-(butylamino)-1-((3-methoxy-5-(piperidin-4-yl)pyridin-2-yl)methyl)-1H-pyrazolo[4,3-d]pyrimidin-5-yl)carbamate C(CCC)NC=1C2=C(N=C(N1)NC(OC)=O)C=NN2CC2=NC=C(C=C2OC)C2CCNCC2